ClC1=C(C=CC=C1)N1C(N=C(C2=C(C=C(C=C12)C1CC1)OC)NC1CC1)=O 1-(2-Chlorophenyl)-7-cyclopropyl-4-(cyclopropylamino)-5-methoxyquinazolin-2(1H)-one